COC=1C=C(C=C(C1)C(F)(F)F)C1=CC=C(C=C1)CC=1C(=C(SC1C)C)C(=O)NC1CC2(CC(C2)C(=O)O)C1 6-(4-((3'-methoxy-5'-(trifluoromethyl)-[1,1'-biphenyl]-4-yl)methyl)-2,5-dimethylthiophene-3-carboxamido)spiro[3.3]heptane-2-carboxylic acid